1-(4-((1R,5S)-3,8-diazabicyclo[3.2.1]octan-3-yl)-8-fluoro-2-((tetrahydro-1H-pyrrolizin-7a(5H)-yl)methoxy)pyrido[4,3-d]pyrimidin-7-yl)-8-methyl-1,2,3,4-tetrahydroquinolin-3-ol [C@H]12CN(C[C@H](CC1)N2)C=2C1=C(N=C(N2)OCC23CCCN3CCC2)C(=C(N=C1)N1CC(CC2=CC=CC(=C12)C)O)F